4-[[4-[[[1-[(2,4-Dimethoxyphenyl)methylamino]-5-isoquinolyl]-methyl-amino]methyl]-2-azabicyclo[2.1.1]hexan-1-yl]methoxy]-1,6-dimethyl-pyridin-2-one COC1=C(C=CC(=C1)OC)CNC1=NC=CC2=C(C=CC=C12)N(C)CC12CNC(C1)(C2)COC2=CC(N(C(=C2)C)C)=O